1,2-dilinoleyloxy-3-(N,N-dimethyl)aminopropane C(CCCCCCC\C=C/C\C=C/CCCCC)OCC(CN(C)C)OCCCCCCCC\C=C/C\C=C/CCCCC